C(C)(C)(C)OC(=O)NC=1SC2=C(N1)C(=CC=C2F)C2=C(C=C1C(=C(C(=NC1=C2F)O[C@@H]2CN(C[C@H]2OC)C)C#N)N2C[C@H](NCC2)C)Cl (2R)-4-(7-(2-((tert-butoxycarbonyl)amino)-7-fluorobenzo[d]thiazol-4-yl)-6-chloro-3-cyano-8-Fluoro-2-(((3R,4R)-4-methoxy-1-methylpyrrolidin-3-yl)oxy)quinolin-4-yl)-2-methylpiperazine